2-chloro-4-((4-chlorobenzofuran-7-yl)methoxy)-5-fluoropyrimidine ClC1=NC=C(C(=N1)OCC1=CC=C(C=2C=COC21)Cl)F